FC1(CCC(CC12CC2)=O)F 8,8-difluorospiro[2.5]octan-5-one